8-chloro-5-phenyl-N-(2,2,2-trifluoroethyl)-2,7-naphthyridin-3-amine ClC=1N=CC(=C2C=C(N=CC12)NCC(F)(F)F)C1=CC=CC=C1